OC(=O)C(F)(F)F.NC(C(=O)OC)CC=1C=C2C(NC=3C=C(C=CC3C2=CC1F)C#N)=O methyl 2-amino-3-(3-cyano-9-fluoro-6-oxo-5,6-dihydrophenanthridin-8-yl)propanoate TFA salt